CN1CCC(CC1)NC1CCC(CC1)N N4-(1-methylpiperidin-4-yl)cyclohexane-1,4-diamine